3-[[4-[[(2R,3S,7S)-7-(6-tert-Butyl-5-methyl-pyrrolo[2,3-b]pyrazin-3-yl)-3-(2,2,2-trifluoroethyl)azepan-2-yl]methoxy]-6-(2,6-dimethylphenyl)pyrimidin-2-yl]sulfamoyl]benzoic acid C(C)(C)(C)C1=CC=2C(=NC(=CN2)[C@@H]2CCC[C@H]([C@@H](N2)COC2=NC(=NC(=C2)C2=C(C=CC=C2C)C)NS(=O)(=O)C=2C=C(C(=O)O)C=CC2)CC(F)(F)F)N1C